methyl 2-[1-(4-methylphenyl)-1H-pyrazol-3-yl]acetate CC1=CC=C(C=C1)N1N=C(C=C1)CC(=O)OC